ClC1=NC=C(C(=C1)C1=C(C=NC(=C1)C)C(=O)NC=1SC2=C(N1)CC[C@H](C2)C(=O)NC2CC(C2)O)OC (R)-2-(2'-chloro-5'-methoxy-6-methyl-[4,4'-bipyridine]-3-carboxamido)-N-((1s,3S)-3-hydroxycyclobutyl)-4,5,6,7-tetrahydrobenzo[d]thiazole-6-carboxamide